[(2S,3S,5R)-5-(6-amino-2-fluoropurin-9-yl)-3-[(tert-butyldimethylsilyl)oxy]-2-{1-[(4-methoxyphenyl)diphenylmethoxy]methyl}oxolan-2-yl]methanol NC1=C2N=CN(C2=NC(=N1)F)[C@H]1C[C@@H]([C@@](O1)(COC(C1=CC=CC=C1)(C1=CC=CC=C1)C1=CC=C(C=C1)OC)CO)O[Si](C)(C)C(C)(C)C